(R)-3-((4-bromo-6-chloro-3-hydroxypyridin-2-yl)oxy)propane-1,2-diol BrC1=C(C(=NC(=C1)Cl)OC[C@@H](CO)O)O